C(N)(OCC1=C(C=CC(=C1)F)C=1C=NC=2N(C1)C=C(N2)COC2=CC=CC=C2)=O [5-fluoro-2-[2-(phenoxymethyl)imidazo[1,2-a]pyrimidin-6-yl]phenyl]methyl carbamate